(3S)-3-(4-fluoro-2',5,6'-trimethyl-[1,1'-biphenyl]-3-yl)-3-(2-(3-fluoro-5-(2-((R)-3-fluoropyrrolidin-1-yl)ethyl)-2-oxopyridin-1(2H)-yl)-4-methylpentanamido)propanoic acid FC1=C(C=C(C=C1C)C1=C(C=CC=C1C)C)[C@H](CC(=O)O)NC(C(CC(C)C)N1C(C(=CC(=C1)CCN1C[C@@H](CC1)F)F)=O)=O